C1=CC=C(C=C1)C(=O)N[C@@H](CCCN=C(N)N)C(=O)O N-alpha-benzoyl-L-arginine